2-(difluoromethoxy)-N4-(2-(dimethylamino)ethyl)-N4-methyl-N1-(4-(1-methyl-1H-indol-3-yl)pyrimidin-2-yl)-5-nitrobenzene-1,4-diamine FC(OC1=C(C=C(C(=C1)N(C)CCN(C)C)[N+](=O)[O-])NC1=NC=CC(=N1)C1=CN(C2=CC=CC=C12)C)F